C(C)(=O)[O-].C(C)(=O)[O-].C(C)(=O)[O-].C(C)(=O)[O-].[Zr+4] zirconium tetraethanoate